C(CC)OCCOCC(=O)[O-] (2-propoxyethoxy)acetate